3-phenylene phenylphosphonate C1(=CC=CC=C1)P1(OC2=C(C=CC=C2)O1)=O